phenyl 7-(dimethoxymethyl)-6-((6-carbonyl-4-oxa-7-azaspiro[2.5]octan-7-yl) methyl)-3,4-dihydro-1,8-naphthyridine-1(2H)-carboxylate COC(C1=C(C=C2CCCN(C2=N1)C(=O)OC1=CC=CC=C1)CN1C(COC2(CC2)C1)=C=O)OC